C(CCC)C1=CC=C(N)C=C1 4-butyl-aniline